CCCCCCCC(C)C iso-decane